O1CCN(CC1)CCN1C2=CC=C(C=C2OC=2C=C(C=CC12)C1=CC(=C(C(=C1)C)O)C)C1=CC(=C(C(=C1)C)O)C 4,4'-(10-(2-morpholinoethyl)-10H-phenoxazine-3,7-diyl)-bis-(2,6-dimethylphenol)